C(C)(C)(C)OC(=O)N1CC2=CC(=CC=C2C(C1)O[Si](C)(C)C(C)(C)C)Br 7-Bromo-4-[tert-butyl-(dimethyl)silyl]oxy-3,4-dihydro-1H-isoquinoline-2-carboxylic acid tert-butyl ester